amino-α-methylbutyric acid NC(C(=O)O)(CC)C